Ethyl [(5-chloropyridin-2-yl)amino](oxo)acetate hydrochloride Cl.ClC=1C=CC(=NC1)NC(C(=O)OCC)=O